CC1=C2C=CC=NC2=C(C(=C1)C)O 5,7-dimethyl-8-quinolinol